(R)-3-(1-((4-methyl-7-morpholino-phthalazin-1-yl)amino)ethyl)-5-(trifluoromethyl)phenol CC1=NN=C(C2=CC(=CC=C12)N1CCOCC1)N[C@H](C)C=1C=C(C=C(C1)C(F)(F)F)O